Succinic acid Iron (II) salt [Fe+2].C(CCC(=O)[O-])(=O)[O-]